O1C(C1)C=1C=NC=CC1 3-(oxiran-2-yl)pyridine